N1CC(C1)N1CCN(CC1)C1=CC=C(C=C1)C(C=1C=C2C(=NNC2=CC1)F)=CC1CC(OC(C1)(C)C)(C)C 5-((4-(4-(azetidin-3-yl)piperazin-1-yl)phenyl)(2,2,6,6-tetramethyltetrahydro-4H-pyran-4-ylmethylene)methyl)-3-fluoro-1H-indazole